ethyl 3-hydroxy-2,2-dimethyl-3,4-dihydro-2H-pyrano[2,3-b]pyridine-6-carboxylate OC1CC=2C(=NC=C(C2)C(=O)OCC)OC1(C)C